N-(10-(5-((cyclohexylmethyl)carbamoyl)-2-methylphenyl)-7-(dimethylamino)-5,5-dimethyldibenzo[b,e]silin-3(5H)-ylidene)-N-methylmethanaminium C1(CCCCC1)CNC(=O)C=1C=CC(=C(C1)C1=C2C([Si](C3=C1C=CC(=C3)N(C)C)(C)C)=CC(C=C2)=[N+](C)C)C